2,5-dimethyl-N-phenyl-1-(thiophen-2-ylmethyl)-1H-pyrrole-3-carboxamide CC=1N(C(=CC1C(=O)NC1=CC=CC=C1)C)CC=1SC=CC1